FC1=CN=C2N1C=C(C=C2)C2=CNC=1N=C(N=CC12)NCC(C)(C)C 5-(3-fluoroimidazo[1,2-a]pyridin-6-yl)-N-neopentyl-7H-pyrrolo[2,3-d]pyrimidin-2-amine